COC(C1=CC(=C(C=C1)OC)[C@@H]1COCCCN1)=O |r| (+-)-4-methoxy-3-(1,4-oxazepan-3-yl)benzoic acid methyl ester